The molecule is a glycosylglucose consisting of two D-glucopyranose units connected by an alpha-(1->6)-linkage. It has a role as a metabolite, a human metabolite and a mouse metabolite. C([C@@H]1[C@H]([C@@H]([C@H]([C@H](O1)OC[C@@H]2[C@H]([C@@H]([C@H](C(O2)O)O)O)O)O)O)O)O